2-(4-Ethylphenyl)propionitrile C(C)C1=CC=C(C=C1)C(C#N)C